C(#N)C1=CC(=C(C(=C1)F)NC=1N(C2=NC(=NC=C2N1)NC1CCCC1)C1CCC(CC1)(C(=O)N)C)F (1r,4r)-4-(8-(4-cyano-2,6-difluorophenylamino)-2-(cyclopentylamino)-9H-purin-9-yl)-1-methylcyclohexanecarboxamide